N1=C(C=CC=C1)SCC(=O)C1=CC=C(C=C1)C1=NOC(=N1)C(F)(F)F 2-(Pyridin-2-ylthio)-1-(4-(5-(trifluoromethyl)-1,2,4-oxadiazol-3-yl)phenyl)ethan-1-on